OCC1=C(COC2=C(C3=CC=CC=C3C=C2)C=O)C=CC=C1 2-((2-(Hydroxymethyl)benzyl)oxy)-1-naphthaldehyde